[Sm].[Zr].[Cu].[Co].[Fe] iron cobalt copper zirconium samarium